FC=1C=C(C(=C(C1)O)C1=CC2=C(N=N1)N(C=C2C)C2CC(C2)(C)O)C 5-Fluoro-2-{7-[(1s,3s)-3-hydroxy-3-methylcyclobutyl]-5-methyl-7H-pyrrolo[2,3-c]pyridazin-3-yl}-3-methylphenol